CN1C=[N+](C=C1)CCC 1-methyl-3-propyl-imidazolium